tert-butyl 4-[1-methyl-7-[4-(4-methylpiperazin-1-yl)anilino]-2-oxo-4H-pyrimido[4,5-d]pyrimidin-3-yl]-3-phenyl-piperidine-1-carboxylate CN1C(N(CC=2C1=NC(=NC2)NC2=CC=C(C=C2)N2CCN(CC2)C)C2C(CN(CC2)C(=O)OC(C)(C)C)C2=CC=CC=C2)=O